C(=CCCCCCCCCCCCCCCCC)N1C(=C(C(C2=C(C=C(C=C12)OCC)OCC)=O)OCC)C1=CC(=C(C=C1)OCC)OC N-octadecenyl-2-(3-methoxy-4-ethoxyphenyl)-3,5,7-triethoxyquinolin-4-one